(2S,5S)-2,3,4,5-tetrahydro-2,5-methanobenzo[f][1,4]oxazepine O1[C@@H]2CN[C@H](C3=C1C=CC=C3)C2